Racemic-ethyl 6-(tert-butyl)-2-chloro-3-(cyclopropylmethoxy)-10-oxo-5,10-dihydro-6H-pyrido[1,2-h][1,7]naphthyridine-9-carboxylate C(C)(C)(C)[C@H]1CC=2C=C(C(=NC2C=2N1C=C(C(C2)=O)C(=O)OCC)Cl)OCC2CC2 |r|